FC=1C(=CC2=C(N(C(N2C)=O)C2C(NC(CC2)=O)=O)C1)N1[C@@H](CNCC1)C 3-[6-fluoro-3-methyl-5-[(2R)-2-methylpiperazin-1-yl]-2-oxo-benzimidazol-1-yl]piperidine-2,6-dione